Cl.ClC=1C=C(OCCN(C2(COCC2)C(=O)NC2(CC2)C2=CC=C(C(=O)O)C=C2)C)C=CC1 4-[1-[[3-[2-(3-Chlorophenoxy)ethyl-methyl-amino]tetrahydrofuran-3-carbonyl]amino]cyclopropyl]benzoic acid, hydrochloride